ClC=1C(=C(C=CC1)NC(CCSC(F)(F)F)=O)C N-(3-chloro-2-methylphenyl)-3-(trifluoromethylthio)-propionamide